Sodium 2-chloro-3-fluoropyridine-4-thiolate ClC1=NC=CC(=C1F)[S-].[Na+]